5-(2,6-dichloro-4-(6-(difluoromethyl)-3,5-dioxo-4,5-dihydro-1,2,4-triazin-2(3H)-yl)phenoxy)-2-hydroxy-N-((1s,3s)-3-methoxycyclobutyl)benzenesulfonamide ClC1=C(OC=2C=CC(=C(C2)S(=O)(=O)NC2CC(C2)OC)O)C(=CC(=C1)N1N=C(C(NC1=O)=O)C(F)F)Cl